{[(4-methoxyphenyl)methyl]amino}-N-(4-{[(6-methyl(3-pyridyl))carbonylamino]methyl}phenyl)carboxamide COC1=CC=C(C=C1)CNC(=O)NC1=CC=C(C=C1)CNC(=O)C=1C=NC(=CC1)C